N1CCC(CC1)OC=1C=CC(=NC1)C(F)(F)F 5-(piperidin-4-yloxy)-2-(trifluoromethyl)pyridine